4-(2-aminopropan-2-yl)-N,N-dimethylbenzenesulfonamide NC(C)(C)C1=CC=C(C=C1)S(=O)(=O)N(C)C